OC1C(N(C(C1C1(NC2=CC=CC=C2C1=O)C=1SC=CC1)=O)C)=O 3-Hydroxy-1-methyl-4-(3-oxo-2-(thiophen-2-yl)indolin-2-yl)pyrrolidine-2,5-dione